(S)-6-(((1-(1-(difluoromethyl)cyclopropyl)-1H-1,2,3-triazol-4-yl)(pyrazolo[1,5-a]pyridin-4-yl)methyl)amino)-4-(neopentylamino)quinoline FC(C1(CC1)N1N=NC(=C1)[C@H](C=1C=2N(C=CC1)N=CC2)NC=2C=C1C(=CC=NC1=CC2)NCC(C)(C)C)F